CNC1=C(C=C(C=C1)/C=C/C(=O)C1=CC=C(C=C1)S(=O)(=O)NCCC(=O)O)[N+](=O)[O-] 3-[[4-[(E)-3-[4-(Methylamino)-3-nitrophenyl]prop-2-enoyl]phenyl]sulfonylamino]propanoic acid